tert-butyl 2-(5-nitropyridin-2-yl)hydrazine-1-carboxylate [N+](=O)([O-])C=1C=CC(=NC1)NNC(=O)OC(C)(C)C